CC1(CCC(CC1)=CCC1OCC(CO1)(C)C)C 2-(2-(4,4-dimethylcyclohexylidene)ethyl)-5,5-dimethyl-1,3-dioxane